(rac)-4-(4-(3,3-difluoropropoxy)-2,6-difluorophenyl)-3-methylene-1-(1-((2-(trimethylsilyl)ethoxy)methyl)-1H-benzo[d]imidazol-5-yl)azetidin-2-one glutarate hemi-hydrate O.C(CCCC(=O)O)(=O)O.FC(CCOC1=CC(=C(C(=C1)F)[C@H]1C(C(N1C1=CC2=C(N(C=N2)COCC[Si](C)(C)C)C=C1)=O)=C)F)F.FC(CCOC1=CC(=C(C(=C1)F)[C@H]1C(C(N1C1=CC2=C(N(C=N2)COCC[Si](C)(C)C)C=C1)=O)=C)F)F.C(CCCC(=O)O)(=O)O |r|